(1R,5S,6r)-6-(1-phenyl-1H-tetrazol-5-yl)-3-azabicyclo[3.1.0]hexane C1(=CC=CC=C1)N1N=NN=C1C1[C@H]2CNC[C@@H]12